P(O)(=O)(OP(=O)(O)OP(=O)(O)O)OC[C@@H]1[C@H]([C@H]([C@@](O1)(N1C=NC=2C(=O)NC(N)=NC12)OC)O)O methoxy-guanosine-5'-triphosphate